ClC=1C(=NC(=NC1)NC=1C=CC2=C(COB2O)C1)N[C@H]1[C@@H](CCC1)C#N (trans)-2-[[5-chloro-2-[(1-hydroxy-3H-2,1-benzoxaborol-5-yl)amino]pyrimidin-4-yl]amino]cyclopentane-1-carbonitrile